CC1(CCN(CC1)C=1OC2=C(C=C(C=C2C(C1)=O)C)[C@@H](C)NC1=C(SC=C1)C(=O)O)C (R)-3-((1-(2-(4,4-dimethylpiperidin-1-yl)-6-methyl-4-oxo-4H-chromen-8-yl)ethyl)amino)thiophene-2-carboxylic acid